C(C)(C)OCCOCC=1C=C2C=C(NC2=C(C1)[N+](=O)[O-])C1=CC=CC=C1 5-(2-isopropoxyethoxymethyl)-7-nitro-2-phenyl-1H-indole